N,N-diethylglycidylamine C(C)N(CC)CC1CO1